C(C)(C)N[Si]1(O[Si](O[Si](O[Si](O[Si](O1)(C)C)(C)C)(C)C)(C)C)C 2-iso-propylamino-2,4,4,6,6,8,8,10,10-nonamethylcyclopentasiloxane